tert-Butyl (4-chloro-3-(ethylcarbamoyl)-2-fluorophenyl)carbamate ClC1=C(C(=C(C=C1)NC(OC(C)(C)C)=O)F)C(NCC)=O